Methyl 6-(1-acetyl-7-fluoro-1H-indol-6-yl)-4-amino-3-chloro-5-fluoropyridin-2-carboxylate C(C)(=O)N1C=CC2=CC=C(C(=C12)F)C1=C(C(=C(C(=N1)C(=O)OC)Cl)N)F